NC1=C(C(=NC=2N1N=C(C2CC)C)NCCC=2C(N(C=CC2)CCCO)=O)C#N 7-amino-3-ethyl-5-((2-(1-(3-hydroxypropyl)-2-oxo-1,2-dihydropyridin-3-yl)ethyl)amino)-2-methylpyrazolo[1,5-a]pyrimidine-6-carbonitrile